C1(CC1)C1=NC(=CC2=C1CN(C2=O)C2=CC(=CC=C2)C2(COC2)CC2=NN=CN2C)C(C)N2CCCCC2 4-Cyclopropyl-2-(3-(3-((4-methyl-4H-1,2,4-triazol-3-yl)methyl)oxetan-3-yl)phenyl)-6-(1-(piperidin-1-yl)ethyl)-2,3-dihydro-1H-pyrrolo[3,4-c]pyridin-1-one